(E)-N-((1,2,3,5,6,7-hexahydro-s-indacen-4-yl)carbamoyl)-3-(isobutyl-(methyl)amino)-3-methylbut-1-ene-1-sulfonamide C1CCC2=C(C=3CCCC3C=C12)NC(=O)NS(=O)(=O)\C=C\C(C)(C)N(C)CC(C)C